4-[4-[[1-(4-fluorophenyl)-6-methyl-2-oxopyridine-3-carbonyl]amino]phenoxy]-N-methyl-1,7-naphthyridine-6-carboxamide FC1=CC=C(C=C1)N1C(C(=CC=C1C)C(=O)NC1=CC=C(OC2=CC=NC3=CN=C(C=C23)C(=O)NC)C=C1)=O